FC=1C=C(C=C(C1)C(F)(F)F)NC(=O)C1=CSC=2CN(CCC21)CC=2C=NC(=NC2)NCCOC N-(3-fluoro-5-(trifluoromethyl)phenyl)-6-((2-((2-methoxyethyl)amino)pyrimidin-5-yl)methyl)-4,5,6,7-tetrahydrothieno[2,3-c]pyridine-3-carboxamide